C(CCCCCCCCCCCCC)[Si](OC)(OC)CCCCCCCCCCCCCC di-n-tetradecyldimethoxysilane